(E)-4-((5-(4-chlorophenyl)furan-2-yl)methylene)-2,2-dimethyl-1,2,3,4-tetrahydroacridine-9-carboxylic acid ClC1=CC=C(C=C1)C1=CC=C(O1)\C=C\1/CC(CC2=C(C3=CC=CC=C3N=C12)C(=O)O)(C)C